C(C(C)C)C=1C=C(C(=NC1)C=1N=NNN1)N1C[C@@H](N(CC1)CC=1N=NC=CC1)C 3-[[(2S)-4-[5-isobutyl-2-(2H-tetrazol-5-yl)-3-pyridyl]-2-methyl-piperazin-1-yl]methyl]pyridazine